1-(5-(3-chlorophenyl)-7-((2-(trimethylsilyl)ethoxy)methyl)-7H-pyrrolo[2,3-d]pyrimidin-4-yl)piperidin-4-one ClC=1C=C(C=CC1)C1=CN(C=2N=CN=C(C21)N2CCC(CC2)=O)COCC[Si](C)(C)C